4-tert-Butyldimethylsilylmethyl-Pyridinium [Si](C)(C)(C(C)(C)C)CC1=CC=[NH+]C=C1